5-(cyclopropylethynyl)pyridin-2-amine C1(CC1)C#CC=1C=CC(=NC1)N